F[C@H]1[C@H](C1)C(=O)NC1=NC=C2C=C(C=3N(C2=C1)N=CN3)C=3C=NC(=CC3C)C(CCC)([2H])O (1R,2R)-2-fluoro-N-(4-(6-(1-hydroxybutyl-1-d)-4-methylpyridin-3-yl)-[1,2,4]triazolo[1,5-a][1,6]naphthyridin-8-yl)cyclopropane-1-carboxamide